(6aR,7R,10aS)-2-(6-cyclopropylpyridin-3-yl)-4-(2-fluorophenyl)-7,10a-dimethyl-8-oxo-5,6,6a,7,8,10a-hexahydrobenzo[h]quinazoline-9-carbonitrile C1(CC1)C1=CC=C(C=N1)C1=NC=2[C@]3([C@H](CCC2C(=N1)C1=C(C=CC=C1)F)[C@H](C(C(=C3)C#N)=O)C)C